F[C@]1([C@@H](O[C@@H]([C@H]1O)CO)N1C(=O)NC(=O)C=C1)C (2'R)-2'-Deoxy-2'-fluoro-2'-methyluridine